rac-tert-butyl (3R,4R)-4-(((5,6-difluoropyrimidin-4-yl) amino) methyl)-3-hydroxypiperidine-1-carboxylate FC=1C(=NC=NC1F)NC[C@@H]1[C@H](CN(CC1)C(=O)OC(C)(C)C)O |r|